4-(5-amino-2-methyl-1,2,4-triazol-3-yl)-2-methoxy-phenoxyl-N-isopropyl-acetamide NC=1N=C(N(N1)C)C1=CC(=C(OCC(=O)NC(C)C)C=C1)OC